4-(difluoromethoxy)-5-(imidazo[1,2-a]pyrimidin-6-yl)-N-(2-oxaspiro[3.5]nonan-7-yl)pyrrolo[2,1-f][1,2,4]triazin-2-amine FC(OC1=NC(=NN2C1=C(C=C2)C=2C=NC=1N(C2)C=CN1)NC1CCC2(COC2)CC1)F